CCCCCCCC/C=C\CCCCCCCC(=O)OC[C@H](COP(=O)(O)OC[C@@H](C(=O)O)N)OC(=O)CCCCC/C=C\C/C=C\C/C=C\C/C=C\CCCCC 1-(9Z-octadecenoyl)-2-(7Z,10Z,13Z,16Z-docosatetraenoyl)-glycero-3-phosphoserine